CC1(COC1)NS(=O)(=O)C=1C=C2C(N(C(NC2=CC1)=O)CC/C=C/C(=O)OC)=O methyl (E)-5-(6-(N-(3-methyloxetan-3-yl)sulfamoyl)-2,4-dioxo-1,4-dihydroquinazolin-3(2H)-yl)pent-2-enoate